3-(3-(3-((tert-butyldimethylsilyl)oxy)propoxy)-5-methyl-4-nitro-1H-pyrazol-1-yl)-5-fluoro-2-methylpyridine [Si](C)(C)(C(C)(C)C)OCCCOC1=NN(C(=C1[N+](=O)[O-])C)C=1C(=NC=C(C1)F)C